4-n-octylphenyl-magnesium chloride C(CCCCCCC)C1=CC=C(C=C1)[Mg]Cl